Carbamic acid (R)-2-(2'-(1-cyanocyclopropyl)-[1,1'-biphenyl]-4-yl)-2-(3-(2-ethynylthiazol-4-yl) ureido)-ethyl ester C(#N)C1(CC1)C1=C(C=CC=C1)C1=CC=C(C=C1)[C@H](COC(N)=O)NC(=O)NC=1N=C(SC1)C#C